ClC1=CC(=CC(=N1)C(=O)OCC)C ethyl 6-chloro-4-methylpyridinecarboxylate